C(CCCCC)C(CCCCCCCC)CCCCCCCC 9-Hexylheptadecane